SCCCOC1=CC=C(C=C1)C[C@H]1C(N([C@H](C(N1CCCS)=O)CC1=CC=C(C=C1)OCCCS)CCCS)=O (3S,6S)-3,6-bis[[4-(3-sulfanylpropoxy)phenyl]methyl]-1,4-bis(3-sulfanylpropyl)piperazine-2,5-dione